ClC1=C(CCC2=CC(=CC=C12)N(C)C)C=O 1-chloro-6-(dimethylamino)-3,4-dihydronaphthalene-2-carbaldehyde